N1C(=CC=2C=NC=CC21)CNC(CN2C(=NC=C(C2=O)NCC2=CC1=C(OC3=C1C=CC=C3)C=C2)C2=CC=C(C=C2)NC(CO)=O)=O N-((1H-pyrrolo[3,2-c]pyridin-2-yl)methyl)-2-(5-((dibenzo[b,d]furan-2-ylmethyl)amino)-2-(4-(2-hydroxyacetamido)phenyl)-6-oxopyrimidin-1(6H)-yl)acetamide